5-(chloromethyl)-3-fluoro-2-methoxypyridine ClCC=1C=C(C(=NC1)OC)F